p-Tolylamin C1(=CC=C(C=C1)N)C